C(C)(C)(C)OC(=O)NC=1C=C(C(=O)O)C=CC1 3-(N-tert-butyloxycarbonylamino)benzoic acid